COC=1C=C2C=CC=NC2=C(C1)NC(OC)=O methyl (6-methoxyquinolin-8-yl)carbamate